tert-butyl N-[4-(4-{2-[(2,3-dihydro-1H-inden-2-yl)amino]pyrimidin-5-yl}-1-(2-oxo-2-{1H,4H,5H,6H,7H-[1,2,3]triazolo[4,5-c]pyridin-5-yl}ethyl)-1H-pyrazol-3-yl)cyclohexyl]carbamate C1C(CC2=CC=CC=C12)NC1=NC=C(C=N1)C=1C(=NN(C1)CC(N1CC2=C(CC1)NN=N2)=O)C2CCC(CC2)NC(OC(C)(C)C)=O